The molecule is a member of the class of pterocarpans that is (6aR,11aR)-pterocarpan substituted by a hydroxy group at position 3, a methoxy group at position 9 and a prenyl group at position 10. Isolated from Erythrina glauca and Erythrina stricta, it exhibits anti-HIV-1 activity. It has a role as a metabolite and an anti-HIV-1 agent. It is a member of pterocarpans, a member of phenols and an aromatic ether. CC(=CCC1=C(C=CC2=C1O[C@@H]3[C@H]2COC4=C3C=CC(=C4)O)OC)C